FC1([C@@H]([C@@H](N(C1)C(=O)C1OCC1)CC=1C=C(C=CC1)C1=CC(=CC=C1)F)NS(=O)(=O)C)F N-[(2S,3R)-4,4-difluoro-2-[(3'-fluoro[1,1'-biphenyl]-3-yl)methyl]-1-(oxetane-2-carbonyl)pyrrolidin-3-yl]methane-sulfonamide